O=C1CC[C@H](N1)C(=O)OC Methyl (2S)-5-oxopyrrolidine-2-carboxylate